7-(3-(trifluoromethyl)benzyl)-7H-pyrrolo[2,3-h]quinazoline-2,4-diamine FC(C=1C=C(CN2C=CC=3C2=CC=C2C(=NC(=NC32)N)N)C=CC1)(F)F